ClC1=NC(=C(C(=C1C#N)C1=CC=C(C=C1)OC1COC1)C#N)OCC1COC1 2-Chloro-6-(oxetan-3-ylmethoxy)-4-(4-(oxetan-3-yloxy)phenyl)pyridine-3,5-dicarbonitrile